(4-((1S,4S)-2-oxa-5-azabicyclo[2.2.1]heptan-5-yl)piperidin-1-yl)(7-((4-(methylamino)-3-(trifluoromethyl)-1H-pyrrolo[2,3-b]pyridin-6-yl)amino)-2,3-dihydrobenzofuran-4-yl)methanone [C@@H]12OC[C@@H](N(C1)C1CCN(CC1)C(=O)C1=CC=C(C3=C1CCO3)NC3=CC(=C1C(=N3)NC=C1C(F)(F)F)NC)C2